((S)-1'-(5-bromothiazolo[5,4-d]thiazol-2-yl)-1,3-dihydrospiro[inden-2,4'-piperidin]-1-yl)-2-methylpropan-2-sulfinamide BrC=1SC2=C(N1)SC(=N2)N2CCC1(CC2)[C@@H](C2=CC=CC=C2C1)CC(C)(S(=O)N)C